2-chloro-norbornane ClC1C2CCC(C1)C2